C=1(C(C(C=C2C=CC=CC12)=O)O)C1=CC=CC2=CC=CC=C12 binaphtholone